6-(trifluoromethyl)pyrazolo[1,5-a]Pyridine-3-carboxylic acid methyl ester COC(=O)C=1C=NN2C1C=CC(=C2)C(F)(F)F